alpha-L-rhamnose O[C@H]1[C@H](O)[C@H](O)[C@@H](O)[C@@H](O1)C